CC1C(C2=CC=CC(=C2C1)C)O 2,4-dimethyl-2,3-dihydro-1H-inden-1-ol